O=C1N2CCCCC3(CCC4=C(C(C=C1N34)=O)C(=O)NCC3=C(C=C(C=C3F)F)F)C2 1,10-dioxo-N-(2,4,6-trifluorobenzyl)-1,3,4,5,6,7,8,10-octahydro-2,6a-methano[1,4]diazonino[9,1,2-cd]indolizine-9-carboxamide